COC1=CC=C(C=C1)C#CC 1-methoxy-4-(1-propyn-1-yl)benzene